FC=1C=C(C=C(C1)F)C1CC=NN1C(=O)C12CC(C1)(C2)COC=2N=CC(=NC2)C#N 5-((3-(5-(3,5-difluorophenyl)-4,5-dihydro-1H-pyrazole-1-carbonyl)bicyclo[1.1.1]pentan-1-yl)methoxy)pyrazine-2-carbonitrile